3,5,5-trimethylcyclohexanone CC1CC(CC(C1)(C)C)=O